2-(2-(3-(2-(7-chloro-2-quinolyl)-vinylphenyl)-3-hydroxypropyl)phenyl)-2-propanol ClC1=CC=C2C=CC(=NC2=C1)C=CC1=C(C=CC=C1)C(CCC1=C(C=CC=C1)C(C)(C)O)O